3-(5,7-Difluoro-4-oxo-6-((2-(trifluoromethyl)phenyl)ethynyl)-1,4-dihydroquinolin-2-yl)-4-(methylsulfonyl)benzonitrile FC1=C2C(C=C(NC2=CC(=C1C#CC1=C(C=CC=C1)C(F)(F)F)F)C=1C=C(C#N)C=CC1S(=O)(=O)C)=O